tert-butyl 8-(6-chloro-3,4-dihydro-2H-quinolin-1-yl)-1-azaspiro[4.4]nonane-1-carboxylate ClC=1C=C2CCCN(C2=CC1)C1CCC2(CCCN2C(=O)OC(C)(C)C)C1